C(#N)CCC(C(=O)OC(C)(C)C)C=1C(=NC2=C(C=CC=C2C1)C)C tert-butyl 4-cyano-2-(2,8-dimethylquinolin-3-yl)butanoate